tert-butyl (2S,4R)-4-((4-chloro-5-fluoropyridin-2-yl)oxy)-2-methylpyrrolidine-1-carboxylate ClC1=CC(=NC=C1F)O[C@@H]1C[C@@H](N(C1)C(=O)OC(C)(C)C)C